C12CC(CC(C1)C2)N(C2=C(C=C(C=C2C)N)F)C N1-(bicyclo[3.1.1]heptan-3-yl)-2-fluoro-N1,6-dimethylbenzene-1,4-diamine